2,3-dihydro-1H-imidazole-2-aldehyde N1C(NC=C1)C=O